1,3-divinyl-1,1,3,3-tetramethyl-disiloxan C(=C)[Si](O[Si](C)(C)C=C)(C)C